4-(((4-(4-Methoxy-3-methylphenyl)bicyclo[2.2.2]octan-1-yl)methyl)(6-(1-(1-methylcyclobutyl)-1H-pyrazol-4-yl)pyrimidin-4-yl)carbamoyl)cyclohexyl trans-3-hydroxyazetidine-1-carboxylate OC1CN(C1)C(=O)OC1CCC(CC1)C(N(C1=NC=NC(=C1)C=1C=NN(C1)C1(CCC1)C)CC12CCC(CC1)(CC2)C2=CC(=C(C=C2)OC)C)=O